C/C(=C/C=C(\\C(=O)O)/O)/C(=O)CC[C@H]1[C@@H]2CCC(=O)[C@]2(CCC1=O)C The molecule is a seco-androstane that is hexahydro-1H-indene-1,5(4H)-dione which is substituted at the 7a position by a methyl group and at the 4 position by a 1-carboxy-1-hydroxy-4-methyl-5-oxohepta-1,3-dien-7-yl group (the S,S,S-diastereoisomer). It is an enol, a 6-oxo monocarboxylic acid, a hydroxy monocarboxylic acid, a 2-hydroxy carboxylic acid, an alpha,beta-unsaturated monocarboxylic acid and a seco-androstane. It is a conjugate acid of a 3-hydroxy-5,9,17-trioxo-4,5:9,10-disecoandrosta-1(10),2-dien-4-oate.